C1=CC(=CC=C1N)NC2=CC=C(C=C2)N 4,4'-Diaminodiphenylamine